methyl (dl)-5-((2,4-dioxo-3,4-dihydroquinazolin-1(2H)-yl) methyl)-2-fluorobenzoate O=C1N(C2=CC=CC=C2C(N1)=O)CC=1C=CC(=C(C(=O)OC)C1)F